(3,5-dichloro-4-((1-methyl-1H-benzo[d]imidazol-6-yl)oxy)phenyl)-3,5-dioxo-2,3,4,5-tetrahydro-1,2,4-triazine-6-carbonitrile ClC=1C=C(C=C(C1OC=1C=CC2=C(N(C=N2)C)C1)Cl)N1N=C(C(NC1=O)=O)C#N